BrC1=CC=C2CN(C(C2=C1)=O)CCOC1CCCC1 6-bromo-2-[2-(cyclopentyloxy)ethyl]-2,3-dihydro-1H-isoindol-1-one